CC1=C(OCC(C(=O)NC2=CC=CC=C2)OC)C=C(C=C1)C 2-[(2,5-dimethylphenoxy)methyl]-α-methoxy-N-phenylacetamide